C(C)(C)(C)OC(=O)N[C@H]1CCCCC[C@@H]2N(C1=O)[C@@H](C=C2)C(=O)OC Methyl (3S,6S,11aS)-6-((tert-butoxycarbonyl)amino)-5-oxo-5,6,7,8,9,10,11,11a-octahydro-3H-pyrrolo[1,2-a]azonine-3-carboxylate